C(C=CC1=CC=CC=C1)C1(C(CC(CC1O)CC(C)C)=O)CC=CC1=CC=CC=C1 (-)-2,2-Dicinnamyl-3-hydroxy-5-isobutylcyclohexan-1-one